1-((7-(5-Cyclopropyloxazole-4-carbonyl)-10-hydroxy-7-azaspiro[4.5]decan-10-yl)methyl)-N,N-dimethyl-6-oxo-4-phenyl-1,6-dihydropyridine-3-carboxamide C1(CC1)C1=C(N=CO1)C(=O)N1CC2(CCCC2)C(CC1)(O)CN1C=C(C(=CC1=O)C1=CC=CC=C1)C(=O)N(C)C